4-(2-((R)-2-(2-isopropylphenyl)-4-((7-methoxy-3,3-dimethyl-2,3-dihydrobenzofuran-5-yl)methyl)piperazin-1-yl)-7-azaspiro[3.5]nonan-7-yl)benzamide C(C)(C)C1=C(C=CC=C1)[C@H]1N(CCN(C1)CC=1C=C(C2=C(C(CO2)(C)C)C1)OC)C1CC2(C1)CCN(CC2)C2=CC=C(C(=O)N)C=C2